2-(2-Chlorophenyl)-5,7-dimethyl-6-phenyl-2,6-dihydro-1H-pyrrolo[3,4-d]pyridazin-1-one ClC1=C(C=CC=C1)N1N=CC=2C(C1=O)=C(N(C2C)C2=CC=CC=C2)C